2-(2-((2-(4-fluorophenyl)cyclopropyl)amino)acetyl)-N-hydroxy-1,2,3,4-tetrahydroisoquinoline-7-carboxamide TFA salt OC(=O)C(F)(F)F.FC1=CC=C(C=C1)C1C(C1)NCC(=O)N1CC2=CC(=CC=C2CC1)C(=O)NO